N-[2-methyl-3-(2-methyl-2H-indazol-6-yl)phenyl]-4,5,6,7-tetrahydro[1,3]thiazolo[5,4-c]pyridine-2-carboxamide CC1=C(C=CC=C1C=1C=CC2=CN(N=C2C1)C)NC(=O)C=1SC=2CNCCC2N1